C(C)OC(=O)C1(CCC(CC1)NCC1=C(C=CC=C1[N+](=O)[O-])C)C.C(CCCCCCC\C=C/CCCCCCCC)(=O)OCC(C[N+](C)(C)C)OC(CCCCCCC\C=C/CCCCCCCC)=O 1,2-bis(oleoyloxy)-3-(trimethyl-ammonio)propane ethyl-1-methyl-4-(2-methyl-6-nitrobenzylamino)cyclohexanecarboxylate